C(#N)C1C=CC(C1C#N)C 3,4-dicyano-5-methylcyclopentene